C1(CC1)C1=NNC(=N1)C1CC2(CN(C2)C(=O)N2CC3(C2)CC(C3)CC=3C=CC=2N(C3)C(=NC2)C(F)(F)F)C1 [6-(3-cyclopropyl-1H-1,2,4-triazol-5-yl)-2-azaspiro[3.3]heptan-2-yl]-[6-[[3-(trifluoromethyl)imidazo[1,5-a]pyridin-6-yl]methyl]-2-azaspiro[3.3]heptan-2-yl]methanone